CC=1C=C(C(=NC1)N)N 5-methyl-pyridine-2,3-diamine